5-(2-(1-(Dimethylglycyl)piperidin-4-yl)-6-isopropyl-4H-pyrrolo[3,2-d]thiazol-5-yl)quinoline-8-carbonitrile CN(CC(=O)N1CCC(CC1)C=1SC2=C(N1)C(=C(N2)C2=C1C=CC=NC1=C(C=C2)C#N)C(C)C)C